3-chloro-2-(4-chlorophenyl)-1-(2-chlorophenyl)-propylene ClCC(=CC1=C(C=CC=C1)Cl)C1=CC=C(C=C1)Cl